rel-2-((3R,4R)-4-((4-((4-(1H-pyrazol-1-yl)benzyl)(cyclopropyl)amino)-7H-pyrrolo[2,3-d]pyrimidin-7-yl)methyl)-3,4-dihydroxypiperidin-1-yl)acetamide N1(N=CC=C1)C1=CC=C(CN(C=2C3=C(N=CN2)N(C=C3)C[C@]3([C@@H](CN(CC3)CC(=O)N)O)O)C3CC3)C=C1 |o1:21,22|